(40CE)-Morphine-d C1=CC(O[2H])=C2C=3[C@@]45[C@@H](O2)[C@@H](O)C=C[C@H]4[C@@H](CC13)N(C)CC5